N-(5-((4-(4-(tert-butoxy)-1-isopropyl-2-methyl-1H-benzo[d]imidazole-6-yl)pyrimidin-2-yl)amino)-2-((2-(dimethylamino)ethyl)(methyl)amino)-4-methoxyphenyl)acrylamide C(C)(C)(C)OC1=CC(=CC=2N(C(=NC21)C)C(C)C)C2=NC(=NC=C2)NC=2C(=CC(=C(C2)NC(C=C)=O)N(C)CCN(C)C)OC